NCCNC(C1=C(C=CC(=C1)C=1C(=NC=CC1)OCC)N1[C@@H](CN(CC1)C(C1=C(C=CC=C1)C1CC1)=O)CC)=O N-(2-aminoethyl)-2-[(2R)-4-(2-cyclopropylbenzoyl)-2-ethylpiperazin-1-yl]-5-(2-ethoxypyridin-3-yl)benzamide